Methyl (E)-3-(3-((4-((4-(tert-butyl)benzyl)oxy)quinoline-2-carboxamido)methyl)phenyl)acrylate C(C)(C)(C)C1=CC=C(COC2=CC(=NC3=CC=CC=C23)C(=O)NCC=2C=C(C=CC2)/C=C/C(=O)OC)C=C1